Cl.CN(CCCOC=1C(=CC=2C3=C(NC2C1)C=CN=C3C#CC(C)O)OC)C 4-{7-[3-(dimethylamino)propoxy]-8-methoxy-5H-pyrido[4,3-b]indol-1-yl}but-3-yn-2-ol hydrochloride